Cl.FC=1C=C(C=CC1)CNC(=O)C1CCN(CC1)C(C)C1=CC=C(C2=CC=CC=C12)C#CC1CCN(CC1)CCCCC(=O)O 5-[4-[2-[4-[1-[4-[(3-fluorophenyl)methylcarbamoyl]-1-piperidyl]ethyl]-1-naphthyl]ethynyl]-1-piperidyl]pentanoic acid hydrochloride